(1S,3R)-1-(4-bromo-2,6-difluorophenyl)-3-methyl-2-(2,2,2-trifluoroethyl)-1,2,3,4-tetrahydroisoquinoline-6-amine BrC1=CC(=C(C(=C1)F)[C@H]1N([C@@H](CC2=CC(=CC=C12)N)C)CC(F)(F)F)F